OC1(CC(C1)C(C)C)C(=O)OCC1=CC=CC=C1 benzyl 1-hydroxy-3-isopropylcyclobutane-1-carboxylate